aminomethyl-3-hydroxylpiperidine-1-carboxylate NCOC(=O)N1CC(CCC1)O